(S)-(4-cyclopropyloxazol-5-yl)(4-(pyrazolo[1,5-a]pyridin-2-yl)-6,7-dihydro-1H-imidazo[4,5-c]pyridin-5(4H)-yl)methanone C1(CC1)C=1N=COC1C(=O)N1[C@@H](C2=C(CC1)NC=N2)C2=NN1C(C=CC=C1)=C2